FC=1C=C(C=CC1F)C=1C(=C2N(N1)CCC2)C=2C=C1C=CC=NC1=CC2 6-(2-(3,4-Difluorophenyl)-5,6-dihydro-4H-pyrrolo[1,2-b]pyrazol-3-yl)quinoline